C1(=CC=CC=C1)C(C(=O)OC1(CC=C(CC1)C)C(C)=O)C1=CC=CC=C1 1-acetyl-4-methylcyclohex-3-en-1-yl 2,2-diphenylacetate